C(C)OC1C(=CC=C(C1)C(COCC)C)C 5-ethoxy-1-(2-ethoxy-1-methylethyl)-4-methylcyclohexa-1,3-diene